CC1=NC(=NO1)C1=CC=C2C=CN=C(C2=C1)N 7-(5-methyl-1,2,4-oxadiazol-3-yl)isoquinolin-1-amine